ClC1=C(C(=CC=C1)Cl)C1N(CC12CCC2(F)F)NNS(=O)(=O)C2=CC=C(C=C2)C N-[(E)-[(2,6-dichlorophenyl)-(7,7-difluoro-2-azaspiro[3.3]heptan-2-yl)]amino]-4-methyl-benzenesulfonamide